(1R,2S,5R)-N-(4-(carbamoylmethyl)phenyl)-menthyl-carboxamide C(N)(=O)CC1=CC=C(C=C1)NC(=O)C1C[C@@H](CCC1C(C)C)C